NC=1C=C(C=C2C=C(N=CC12)NC(=O)[C@H]1[C@@H](C1)C#N)N1C(N(C2=C1C=CC=C2)C)=O |r| (±)-trans-N-[8-amino-6-(3-methyl-2-oxo-benzimidazol-1-yl)-3-isoquinolyl]-2-cyano-cyclopropanecarboxamide